(S)-5-(((4-(3-chloro-4-(3-((3-fluoro-4-((((S)-2-hydroxypropyl)amino)methyl)pyridin-2-yl)amino)-2-methylphenyl)pyridin-2-yl)-2-(difluoromethoxy)benzyl)amino)methyl)pyrrolidin-2-one ClC=1C(=NC=CC1C1=C(C(=CC=C1)NC1=NC=CC(=C1F)CNC[C@H](C)O)C)C1=CC(=C(CNC[C@@H]2CCC(N2)=O)C=C1)OC(F)F